2-phenylisothiazole-3(2H)-thione-1,1-dioxide C1(=CC=CC=C1)N1S(C=CC1=S)(=O)=O